(4-((2S,4R)-4-ethoxy-1-((5-methoxy-7-methyl-1H-indol-4-yl)methyl)piperidin-2-yl)benzoyl)methionine C(C)O[C@H]1C[C@H](N(CC1)CC1=C2C=CNC2=C(C=C1OC)C)C1=CC=C(C(=O)N[C@@H](CCSC)C(=O)O)C=C1